(3-bromo-2,6-difluoro-5-nitro-phenyl)-(5-chloro-1H-pyrrolo[2,3-b]pyridin-3-yl)methanone BrC=1C(=C(C(=C(C1)[N+](=O)[O-])F)C(=O)C1=CNC2=NC=C(C=C21)Cl)F